N-(3-(2-amino-1H-imidazol-5-yl)-4-fluorophenyl)-2-(4-fluoro-2-methylphenoxy)-5-(trifluoromethyl)benzamide 2'-deoxy-2-aminoadenosine-3'-phosphate P(=O)(O)(O)O[C@H]1C[C@@H](O[C@@H]1CO)N1C=NC=2C(N)=NC(=NC12)N.NC=1NC(=CN1)C=1C=C(C=CC1F)NC(C1=C(C=CC(=C1)C(F)(F)F)OC1=C(C=C(C=C1)F)C)=O